CN1N=NC(=C1COC1OCCCC1)C=1N=CC(=NC1)O[C@@H]1C[C@H](CCC1)C(=O)OC(C)C isopropyl (1S,3S)-3-((5-(1-methyl-5-(((tetrahydro-2H-pyran-2-yl)oxy)methyl)-1H-1,2,3-triazol-4-yl)pyrazin-2-yl)oxy)cyclohexane-1-carboxylate